3-fluoro-4-[(5-methoxy-4-methylpyridin-3-yl)methyl]pyridin-2-amine FC=1C(=NC=CC1CC=1C=NC=C(C1C)OC)N